1,3-dimethyl-phenylurea CC1(CC(=CC=C1)C)NC(=O)N